4-[3-(methylsulfanyl)-1,2,4-triazin-6-yl]-7-(pyrazol-1-yl)-1-{[2-(trimethylsilyl)ethoxy]-methyl}indazole CSC=1N=NC(=CN1)C1=C2C=NN(C2=C(C=C1)N1N=CC=C1)COCC[Si](C)(C)C